(RS)-6-Chloro-N-(4-(morpholin-2-yl)-phenyl)-nicotinamid ClC1=NC=C(C(=O)NC2=CC=C(C=C2)[C@@H]2CNCCO2)C=C1 |r|